4-(1-((3aS,7aR)-7a-fluoro-1-oxooctahydro-2H-pyrrolo[3,4-c]pyridin-2-yl)ethyl)benzoic acid F[C@@]12[C@@H](CNCC1)CN(C2=O)C(C)C2=CC=C(C(=O)O)C=C2